(E)-1-(3-chloro-2-fluorophenyl)-N-cyclopropyl-2,2,3,3,3-pentafluoropropan-1-imine ClC=1C(=C(C=CC1)/C(/C(C(F)(F)F)(F)F)=N\C1CC1)F